(±)-methyl 6-methyl-2-(3-((2-(trifluoromethyl)benzyl)oxy)pyrrolidin-1-yl)pyrimidine-4-carboxylate CC1=CC(=NC(=N1)N1C[C@@H](CC1)OCC1=C(C=CC=C1)C(F)(F)F)C(=O)OC |r|